C1(CCCCC1)C1=NNC=C1C(=O)N1CC([C@@](CC1)(O)CN1CN=C(C=C1)C1=C(C=CC=C1)F)(C)C (R,S)-3-((1-(3-Cyclohexyl-1H-pyrazole-4-carbonyl)-4-hydroxy-3,3-dimethylpiperidin-4-yl)methyl)-6-(2-fluorophenyl)pyrimidin